C(C1=CC=CC=C1)(=O)N1C=C(C2=CC=CC=C12)C(=O)NC1=C(C(=O)O)C=CC=C1 2-(1-benzoyl-1H-indole-3-carboxamido)benzoic acid